1-(6-(1-Isopropyl-1H-imidazole-4-carbonyl)-2,6-diazaspiro[3.3]heptan-2-yl)-2,2-dimethylpropan-1-one C(C)(C)N1C=NC(=C1)C(=O)N1CC2(CN(C2)C(C(C)(C)C)=O)C1